COC=1C=C(C=CC1OC)C=1C=C(OC1)C(CC(=O)OC)=O Methyl 3-(4-(3,4-dimethoxyphenyl)furan-2-yl)-3-oxopropanoate